3-methoxy-N,N-dimethyl-4-nitrobenzenesulfonamide COC=1C=C(C=CC1[N+](=O)[O-])S(=O)(=O)N(C)C